β-glycidoxypropylmethyldiethoxysilane C(C1CO1)OC(C[Si](OCC)(OCC)C)C